[O-2].[Al+3].[Al+3].[O-2].[O-2] Aluminium Aluminium oxid